C(C)(C)(C)OC(NC/C(=C\F)/CBr)=O (E)-(2-(bromomethyl)-3-fluoroallyl)carbamic acid tert-butyl ester